3-[3-methyl-2-oxo-5-[2-(4-oxocyclohexyl)ethyl]benzimidazol-1-yl]piperidine-2,6-dione CN1C(N(C2=C1C=C(C=C2)CCC2CCC(CC2)=O)C2C(NC(CC2)=O)=O)=O